CC1=NNC(=C1C1=CC=C(NC([C@H]([C@H]2CCOC3=C(C=CC=C23)F)NC(=O)C=2N(N=CC2)C(C)C)=O)C=C1)C N-[(1S)-2-[4-(3,5-dimethyl-1H-pyrazol-4-yl)anilino]-1-[(4S)-8-fluorochroman-4-yl]-2-oxo-ethyl]-2-isopropyl-pyrazole-3-carboxamide